2-fluoro-6-[(2-hydroxy-3-methylbenzyl)amino]-9-(tetrahydrofuran-2-yl)-9H-purine FC1=NC(=C2N=CN(C2=N1)C1OCCC1)NCC1=C(C(=CC=C1)C)O